CC(=O)N[C@@H]1[C@H](C[C@@](O[C@H]1[C@@H]([C@@H](CO)O)O)(C(=O)O)OC[C@@H]2[C@@H]([C@@H]([C@H]([C@@H](O2)O[C@@H]3[C@H](O[C@H]([C@@H]([C@H]3O)NC(=O)C)O[C@H]4[C@H]([C@@H]([C@H](O[C@@H]4OC[C@@H]5[C@H]([C@@H]([C@@H]([C@@H](O5)O[C@@H]6[C@H](O[C@H]([C@@H]([C@H]6O)NC(=O)C)O[C@@H]7[C@H](OC([C@@H]([C@H]7O)NC(=O)C)O)CO)CO)O)O)O)CO)O)O)CO)O)O)O)O The molecule is a linear amino heptasaccharide comprising a sequence of alpha-sialyl, beta-D-galactosyl, N-acetyl-beta-D-glucosaminyl, alpha-D-mannosyl, beta-D-mannosyl, N-acetyl-beta-D-glucosaminyl and N-acetyl-D-glucosamine residues linked respectively (2->6), (1->4), (1->2), (1->6), (1->4) and (1->4). It has a role as an epitope. It is a glucosamine oligosaccharide and an amino heptasaccharide.